CC=1NC2=CC=CC=C2C1\C=C\1/C(N/C(/S1)=N/C1=CC=C(C=C1)C)=O (2Z,5E)-5-((2-methyl-1H-indol-3-yl)methylene)-2-(p-tolylimino)thiazolidin-4-one